4-chloro-2-[2-phenylvinyl]-5,6,7,8-tetrahydro[1]benzothieno[2,3-d]pyrimidine ClC=1C2=C(N=C(N1)C=CC1=CC=CC=C1)SC1=C2CCCC1